(3-((3-cyanoazetidin-1-yl)sulfonyl)benzoyl)-D-prolin benzyl ester C(C1=CC=CC=C1)OC([C@@H]1N(CCC1)C(C1=CC(=CC=C1)S(=O)(=O)N1CC(C1)C#N)=O)=O